[Zr].[Ba] barium Zirconium